BrC=1C=NN2C1N=C(C=C2)N2CCN(CC2)C(=O)[O-] 4-(3-bromopyrazolo[1,5-a]pyrimidin-5-yl)piperazine-1-carboxylate